5-(trifluorometh-yl)pyridine-3-sulfonyl chloride FC(C=1C=C(C=NC1)S(=O)(=O)Cl)(F)F